methyl-2-(difluoromethylene)-6-methylenetetrahydro-1H-pyrrolizine CC1C(CN2CC(CC12)=C)=C(F)F